C[Si](C(C(=O)OCC)CCCCNC(=O)OCC1=CC=CC=C1)(C)C Ethyl 2-(trimethylsilyl)-6-(((benzyloxy)carbonyl)amino)hexanoate